ethyl (E)-3-(2-methylpyrimidin-4-yl)acrylate CC1=NC=CC(=N1)/C=C/C(=O)OCC